N-(6-acetylbenzo[d][1,3]dioxol-5-yl)-2-(1-(furan-3-carbonyl)piperidin-4-yl)acetamide C(C)(=O)C=1C(=CC2=C(OCO2)C1)NC(CC1CCN(CC1)C(=O)C1=COC=C1)=O